(S)-N-((R)-1-(4-(N-acetoxycarbamimidoyl)thiophen-2-yl)ethyl)-7-((9,9-difluoro-9H-fluorene-3-carbonyl)glycyl)-1,4-dioxa-7-azaspiro[4.4]nonane-8-carboxamide C(C)(=O)ONC(=N)C=1C=C(SC1)[C@@H](C)NC(=O)[C@H]1N(CC2(OCCO2)C1)C(CNC(=O)C=1C=CC=2C(C3=CC=CC=C3C2C1)(F)F)=O